CC(COCC=1N=NNN1)=C 5-(2-methylallyloxymethyl)-2H-tetrazole